1-(2-((4-methoxybenzyl)oxy)phenyl)ethan-1-one COC1=CC=C(COC2=C(C=CC=C2)C(C)=O)C=C1